1-[(3R)-3-[4-(3,4-dichloro-2-fluoro-anilino)quinazolin-6-yl]pyrrolidin-1-yl]prop-2-en-1-one ClC=1C(=C(NC2=NC=NC3=CC=C(C=C23)[C@@H]2CN(CC2)C(C=C)=O)C=CC1Cl)F